BrC1=C(N=C2N(C1=O)C=CC=C2)N[C@@H]2C[C@@H](CN(C2)C)C2=CC=C(OCCC1CCN(CC1)C1=C3C(N(C(C3=CC=C1)=O)C1C(NC(CC1)=O)=O)=O)C=C2 4-[4-[2-[4-[(3R,5R)-5-[(3-Bromo-4-oxo-pyrido[1,2-a]pyrimidin-2-yl)amino]-1-methyl-3-piperidyl]phenoxy]ethyl]-1-piperidyl]-2-(2,6-dioxo-3-piperidyl)isoindoline-1,3-dione